NC(C(F)(F)F)C1=NC=CC(=C1)C1=CC=C(C=C1)S(=O)([C@@H]1CC[C@H](CC1)NC1=NC=C(C=C1)C(F)(F)F)=N (4-(2-(1-amino-2,2,2-trifluoroethyl)pyridin-4-yl)phenyl)(imino)(trans-4-((5-(trifluoromethyl)pyridin-2-yl)amino)cyclohexyl)-λ6-sulfanone